Tert-butyl dimethyl-siloxy ether C[SiH](OOC(C)(C)C)C